C(#N)C=1C(=NC=CC1)CN1C(=O)N(C=2N=C(N(C2C1=O)CC#CC)N1C[C@@H](CCC1)N)C 1-[(3-cyano-pyridin-2-yl)methyl]-3-methyl-7-(2-butyn-1-yl)-8-((R)-3-amino-piperidin-1-yl)-xanthine